(2s,6r)-4-(4-amino-2-methylphenyl)-2,6-dimethylpiperazine-1-carboxylic acid tert-butyl ester C(C)(C)(C)OC(=O)N1[C@H](CN(C[C@H]1C)C1=C(C=C(C=C1)N)C)C